BrC=1C=C2C=C[C@H](N(C2=CC1OC)C(C)C1=C(C(=CC=C1)C(C)(F)F)F)C (R)-6-Bromo-N-(1-(3-(1,1-difluoroethyl)-2-fluorophenyl)ethyl)-7-methoxy-2-methylquinoline